5-ethyl-2-methoxy-6-(4-(4-methylpiperazin-1-yl)piperidin-1-yl)pyridin C(C)C=1C=CC(=NC1N1CCC(CC1)N1CCN(CC1)C)OC